N-[(1S)-4-(2-chloroacetamido)-1-(5-phenyl-1,3-oxazol-2-yl)butyl]-6-(dimethylamino)naphthalene-2-carboxamide ClCC(=O)NCCC[C@@H](C=1OC(=CN1)C1=CC=CC=C1)NC(=O)C1=CC2=CC=C(C=C2C=C1)N(C)C